5-(2-cyanobenzyl)-3-cyclopropyl-8-fluoro-N-[6-(4-isopropyl-4H-1,2,4-triazol-3-yl)pyridin-2-yl]-5,6-dihydro-4H-benzo[f]imidazo[1,5-a][1,4]diazepine-9-carboxamide C(#N)C1=C(CN2CC=3N(C4=C(C2)C=C(C(=C4)C(=O)NC4=NC(=CC=C4)C4=NN=CN4C(C)C)F)C=NC3C3CC3)C=CC=C1